C(#N)CCN(C1CCCCC1)C N-(2-cyanoethyl)-N-methyl-N-(cyclohexyl)-amine